hexafluoroisopropoxycyclotriphosphazene FC(C(C(F)(F)F)OP1=NP=NP=N1)(F)F